FC1=C(CN2C(N(C(C3=CC=C(C=C23)C(=O)NCC2=C(C=C(C=C2F)F)F)C)C)=O)C(=CC=C1)F 1-(2,6-difluorobenzyl)-3,4-dimethyl-2-oxo-N-(2,4,6-trifluorobenzyl)-1,2,3,4-tetrahydro-quinazoline-7-carboxamide